C(C)C(COOP(=O)(OOCC(CCCC)CC)OC(C(=O)O)C)CCCC 2-(di-((2-ethylhexyl)oxy)phosphono)-2-hydroxypropionic acid